4-Ethoxy-1,4lambda5-azaphosphinan-4-one C(C)OP1(CCNCC1)=O